bis(3-methyl-4-aminophenyl)fluorene CC=1C=C(C=CC1N)C1=C(C=2CC3=CC=CC=C3C2C=C1)C1=CC(=C(C=C1)N)C